NC1=C2C(=NC=N1)N(N=C2C2=CC=C(C=C2)CNC(C2=C(C=CC(=C2)F)OC)=O)C(CN(C(=O)N2N=CN=C2)C)CC(F)F N-(2-(4-amino-3-(4-((5-fluoro-2-methoxybenzamido)methyl)phenyl)-1H-pyrazolo[3,4-d]pyrimidin-1-yl)-4,4-difluorobutyl)-N-methyl-1H-1,2,4-triazole-1-carboxamide